NC(C(=O)O)(CCCC)/C(/N)=N\[H] amino-e-amidinohexanoic acid